ClC=1C=C(C=C(C1OC=1C=C2CCN(C(C2=CC1)=O)COCC(F)(F)F)Cl)N1N=C(C(NC1=O)=O)C#N (3,5-dichloro-4-((1-oxo-2-((2,2,2-trifluoroethoxy)methyl)-1,2,3,4-tetrahydroisoquinolin-6-yl)oxy)phenyl)-3,5-dioxo-2,3,4,5-tetrahydro-1,2,4-triazine-6-carbonitrile